3-methyl-6-oxo-1,6-dihydropyridine-2-carboxamide CC1=C(NC(C=C1)=O)C(=O)N